N[C@H]1CCC2[C@@]1(C[C@@H](C1[C@]3(CCC(N(C3=CCC12)C)=O)C)O)C (4aR,5S,6aS,7S)-7-amino-5-hydroxy-1,4a,6a-trimethyl-1,3,4,4a,4b,5,6,6a,7,8,9,9a,9b,10-tetradecahydro-2H-indeno[5,4-f]quinolin-2-one